3-{[5-chloro-6-(5-methoxy-2-pyrazinyl)-2-indolyl]methyl}-1-(2-methoxyethyl)urea ClC=1C=C2C=C(NC2=CC1C1=NC=C(N=C1)OC)CNC(NCCOC)=O